(2-((2-chloro-6-(diethoxymethyl)-7H-pyrrolo[2,3-d]pyrimidine-7-yl)methyl)phenyl)dimethylphosphine oxide ClC=1N=CC2=C(N1)N(C(=C2)C(OCC)OCC)CC2=C(C=CC=C2)P(C)(C)=O